ClC=1N=CC=C2CCN(CC12)C(=O)NC1=CC(=C(C=C1)C(F)(F)F)Cl 8-chloro-N-(3-chloro-4-(trifluoromethyl)phenyl)-3,4-dihydro-2,7-naphthyridine-2(1H)-carboxamide